1-(4-hydroxycyclohexyl)-1H-pyrazole-3,4-dicarboxamide OC1CCC(CC1)N1N=C(C(=C1)C(=O)N)C(=O)N